NCC(C(=O)O)F 3-amino-2-fluoro-propanoic acid